[N-](S(=O)(=O)C(F)(F)F)S(=O)(=O)C(F)(F)F.C(CCCCC)N1C=[N+](C=C1)C 1-hexyl-3-methylimidazolium bis(trifluoromethylsulfonyl)imide